ClC1=C(NC=2C3=C(N=CN2)NC=C3C3CCN(CC3)C(C=C)=O)C=C(C(=C1)OCC1=NC=CC=C1)Cl 1-[4-[4-[2,5-dichloro-4-(2-pyridylmethoxy)anilino]-7H-pyrrolo[2,3-d]pyrimidin-5-yl]-1-piperidyl]prop-2-en-1-one